C(C1=CC=CC=C1)N1CC(CC1)(NC)COC 1-benzyl-3-(methoxymethyl)-N-methylpyrrolidin-3-amine